1-(2-(tritylthio)ethyl)piperidine C(C1=CC=CC=C1)(C1=CC=CC=C1)(C1=CC=CC=C1)SCCN1CCCCC1